FC1=C(CN(C=2C(=CC(=C(C2)N2C(NC=3C(C2=O)=C(SC3)C(=O)O)=O)F)OC)C)C(=CC=C1F)OC 3-(5-((2,3-difluoro-6-methoxybenzyl)(methyl)amino)-2-fluoro-4-methoxyphenyl)-2,4-dioxo-1H-thieno[3,4-d]pyrimidine-5-carboxylic acid